NC1=C(C(=NN1C1CCOCC1)C1=CC=C(C=C1)CNC(C1=C(C=CC(=C1)F)OC)=O)C#N N-[[4-(5-amino-4-cyano-1-tetrahydropyran-4-ylpyrazol-3-yl)phenyl]methyl]-5-fluoro-2-methoxy-benzamide